fluoronickel F[Ni]